1-[2-[2-[-]-[(4-methoxyphenyl)methyl]pyrazol-4-yl]-3-pyridyl]-6-[5-[(6-methylpyridazin-3-yl)amino]benzimidazol-1-yl]-3-pyridyl-ethanone COC1=CC=C(C=C1)CN1N=CC(=C1)C1=NC=CC=C1N1CC(=CC=C1N1C=NC2=C1C=CC(=C2)NC=2N=NC(=CC2)C)C(C)=O